copper-molybdenum [Mo].[Cu]